(3R)-8-(6-tert-butyl-5-fluoropyridin-3-yl)-3-[(methoxymethoxy)methyl]-6-oxo-2H,3H,4H,6H-pyrimido[2,1-b][1,3]thiazine-7-carbonitrile C(C)(C)(C)C1=C(C=C(C=N1)C=1N=C2SC[C@H](CN2C(C1C#N)=O)COCOC)F